The molecule is a fatty acyl-CoA(4-) arising from deprotonation of the phosphate and diphosphate functions of 2-hydroxyicosanoyl-CoA; major species at pH 7.3. It derives from an icosanoyl-CoA(4-). It is a conjugate base of a 2-hydroxyicosanoyl-CoA. CCCCCCCCCCCCCCCCCCC(C(=O)SCCNC(=O)CCNC(=O)[C@@H](C(C)(C)COP(=O)([O-])OP(=O)([O-])OC[C@@H]1[C@H]([C@H]([C@@H](O1)N2C=NC3=C(N=CN=C32)N)O)OP(=O)([O-])[O-])O)O